7-((3aS,4R,6R,6aR)-2,2-dimethyl-6-((methylamino)methyl)tetrahydro-4H-cyclopenta[d][1,3]dioxol-4-yl)-N-methyl-7H-pyrrolo[2,3-d]pyrimidin-4-amine CC1(O[C@@H]2[C@H](O1)[C@H](C[C@H]2N2C=CC1=C2N=CN=C1NC)CNC)C